O=C(CCCC(C)C=1C=CC(N(N1)C(F)(F)F)=O)N1CCN(CC1)C1=NC=C(C=N1)C(F)(F)F 6-(6-oxo-6-(4-(5-(trifluoromethyl)pyrimidin-2-yl)piperazin-1-yl)hexan-2-yl)(trifluoromethyl)pyridazin-3(2H)-one